N-(8-bromoimidazo[1,2-a]pyridin-6-yl)-4-fluoro-3-methoxy-N-methyl-benzamide BrC=1C=2N(C=C(C1)N(C(C1=CC(=C(C=C1)F)OC)=O)C)C=CN2